5-[N-tert-butoxycarbonyl-S-(2-methoxyethyl)sulfonimidoyl]pyridine-2-carboxylic acid C(C)(C)(C)OC(=O)N=S(=O)(CCOC)C=1C=CC(=NC1)C(=O)O